5-((S)-2-(3-cyanobenzamido)-2-cyclohexylacetamido)-N-methyl-2-(6-oxo-5,7-diazaspiro[2.5]octan-5-yl)-2,3-dihydro-1H-indene-2-carboxamide C(#N)C=1C=C(C(=O)N[C@H](C(=O)NC=2C=C3CC(CC3=CC2)(C(=O)NC)N2CC3(CC3)CNC2=O)C2CCCCC2)C=CC1